C(=O)(OC(C)(C)C)C1C(CC(CC1C(F)(F)F)=O)=O 4-carbo-tert-butoxy-5-trifluoromethylcyclohexane-1,3-dione